3-(2-{5-[(7R)-7-amino-2-azabicyclo[2.2.1]heptane-2-carbonyl]-7-methoxy-1-methyl-1H-1,3-benzodiazol-2-yl}-1-(cyclopropylmethyl)-1H-indol-6-yl)-5H,6H,7H-pyrrolo[3,4-b]pyridin-7-one N[C@H]1C2N(CC1CC2)C(=O)C2=CC1=C(N(C(=N1)C=1N(C3=CC(=CC=C3C1)C=1C=C3C(=NC1)C(NC3)=O)CC3CC3)C)C(=C2)OC